4-chloro-N-(1-(3,4-dichlorophenyl)-2-(dimethylamino)ethyl)-2-fluorobenzenesulfonamide ClC1=CC(=C(C=C1)S(=O)(=O)NC(CN(C)C)C1=CC(=C(C=C1)Cl)Cl)F